(7S)-7-Methyl-3-(2-{[(3-methyl-1,2-oxazol-5-yl)methyl]amino}ethyl)-2-[2-(2-oxo-1,2-dihydropyridin-1-yl)ethyl]-3H,6H,7H,8H,9H-imidazo[4,5-f]chinolin C[C@@H]1NC2=CC=C3C(=C2CC1)N=C(N3CCNCC3=CC(=NO3)C)CCN3C(C=CC=C3)=O